N1N=CC2=CC(=CC=C12)NC1=NC(=NC=C1)C1=CC=C2C=C(N(C2=C1)C)C(=O)NC1=CN=NC=C1 6-(4-((1H-indazol-5-yl)amino)-pyrimidin-2-yl)-1-methyl-N-(pyridazin-4-yl)-1H-indole-2-carboxamide